4-Cyclopropyl-N-((S)-(7-((S*)-1-(2-(3,3-difluorocyclobutyl)acetamido)-2-methylpropyl)imidazo[1,2-b]pyridazin-2-yl)(4,4-difluorocyclohexyl)methyl)-1,2,5-oxadiazole-3-carboxamide C1(CC1)C=1C(=NON1)C(=O)N[C@@H](C1CCC(CC1)(F)F)C=1N=C2N(N=CC(=C2)[C@H](C(C)C)NC(CC2CC(C2)(F)F)=O)C1 |o1:28|